Benzo(1,2:4,5)diimidazole N1=CN=C2C1=CC1=NC=NC1=C2